C(C1=CC=CC=C1)(=O)OC[C@]1(O[C@H]([C@@H]([C@@H]1O)O[Si](C)(C)C(C)(C)C)C1=CC=C2C(=NC=NN21)N)C#N ((2R,3S,4R,5S)-5-(4-aminopyrrolo[2,1-f][1,2,4]triazin-7-yl)-4-((tert-butyldimethylsilyl)oxy)-2-cyano-3-hydroxytetrahydrofuran-2-yl)methyl benzoate